C1(CC1)C([C@@H](C(=O)NC=1C=NN(C1)[C@@H](CC(F)F)C1=CC=NNC1=O)NC(=O)C=1N(N=CC1)C(C)C)C1CC1 |&1:13| N-[(1S)-1-(dicyclopropylmethyl)-2-[[1-[(1SR)-3,3-difluoro-1-(6-oxo-1H-pyridazin-5-yl)propyl]pyrazol-4-yl]amino]-2-oxo-ethyl]-2-isopropyl-pyrazole-3-carboxamide